CS(=O)(=O)C1=NC2=CC=CC=C2C(=N1)N (methylsulfonyl)quinazolin-4-amine